6-methyl-5-{[4-(4-methylpiperazin-1-yl)butyl]oxy}-1-phenyl-4,5-dihydropyrazolo[3,4-d]pyrimidin-4-one CC=1N(C(C2=C(N1)N(N=C2)C2=CC=CC=C2)=O)OCCCCN2CCN(CC2)C